ClC=1C=CC(=C(C1)C(CC(=O)O)CC(=O)NC)C 3-(5-chloro-2-methylphenyl)-5-(methylamino)-5-oxopentanoic acid